CC[C@@H](C(=O)O)N The molecule is an optically active form of alpha-aminobutyric acid having L-configuration. It has a role as a human metabolite. It is an alpha-aminobutyric acid and a non-proteinogenic L-alpha-amino acid. It is a conjugate acid of a L-2-aminobutyrate. It is an enantiomer of a D-alpha-aminobutyric acid. It is a tautomer of a L-alpha-aminobutyrate zwitterion.